FC1(CNCCC1O)C 3-fluoro-3-methyl-piperidin-4-ol